BrC1=CC=C2C(=N1)NC(=C2)C2=NC1=C(N2C)C(=CC(=C1)C(=O)OC)OC methyl 2-(6-bromo-1H-pyrrolo[2,3-b]pyridin-2-yl)-7-methoxy-1-methyl-1H-benzo[d]imidazole-5-carboxylate